tert-butyl ((1S,4S)-4-cyanocyclohexyl)carbamate C(#N)C1CCC(CC1)NC(OC(C)(C)C)=O